FC1=CC=C(CO)C=C1 4-fluorobenzyl alcohol